C(=O)(O)[C-]1C=CC=C1.[C-]1(C=CC=C1)C(=O)O.[Fe+2] 1,1'-dicarboxylferrocene